p-methylbenzylsulfonic acid sodium salt [Na+].CC1=CC=C(CS(=O)(=O)[O-])C=C1